3-vinyloxetan C(=C)C1COC1